ClC1=C(C=CC(=C1)F)C1=CC(OC2=CC(=CC=C12)OC(C(=O)N)COC)=O 2-((4-(2-chloro-4-fluorophenyl)-2-oxo-2H-chromen-7-yl)oxy)-3-methoxypropanamide